2-(2-chlorophenyl)-N-((1-(1-methyl-4-(trifluoromethyl)-1H-imidazol-2-yl)piperidin-4-yl)methyl)pyrido[2,3-d]pyrimidin-4-amine ClC1=C(C=CC=C1)C=1N=C(C2=C(N1)N=CC=C2)NCC2CCN(CC2)C=2N(C=C(N2)C(F)(F)F)C